[Na].O1C(=CC=C1)[Si](O)(C)C 2-furyl-dimethyl-silanol sodium salt